C(C)OC(C(=O)Cl)=O.OCC(C)(C)C1=NOC(=N1)C(=O)OCC ethyl 3-(1-hydroxy-2-methylpropan-2-yl)-1,2,4-oxadiazole-5-carboxylate Ethyl-2-chloro-2-oxo-acetate